2-oxo-1,2-dihydropyridine-3-carboxylate O=C1NC=CC=C1C(=O)[O-]